((2-methoxy-4-(1H-pyrrol-1-yl)phenyl)amino)-5-methyl-7,8-dihydro-pteridin-6(5H)-one COC1=C(C=CC(=C1)N1C=CC=C1)NC1=NC=2NCC(N(C2C=N1)C)=O